S1C(=CC=C1)CON O-(thiophen-2-ylmethyl)hydroxylamine